(3R,4S)-N-(2,3-difluorophenyl)-2-oxo-4-[3-(trifluoromethyl)phenyl]-3-piperidinecarboxamide FC1=C(C=CC=C1F)NC(=O)[C@H]1C(NCC[C@@H]1C1=CC(=CC=C1)C(F)(F)F)=O